FC1(OC=2C(=CC3=C(N=C(S3)NC([C@H](C)N3CC(C(CC3)(F)F)C=3C=NC(=C(C3)C(CO)O)OC)=O)C2)O1)F (2S)-N-(2,2-difluoro-[1,3]dioxolo[4',5':4,5]benzo[1,2-d]thiazol-6-yl)-2-(3-(5-(1,2-dihydroxyethyl)-6-methoxypyridin-3-yl)-4,4-difluoropiperidin-1-yl)propanamide